FC1=C(OC2=CC(=NC=C2)C(=O)N[C@@H]2C(N(C3=C(OC2)C=CC(=C3)C#CC(C)(C)O)C)=O)C=CC=C1 (S)-4-(2-Fluorophenoxy)-N-(7-(3-hydroxy-3-methylbut-1-yn-1-yl)-5-methyl-4-oxo-2,3,4,5-tetrahydrobenzo[b][1,4]oxazepin-3-yl)picolinamid